C(CC(C)CCCC(C)CCCC(C)CCCC(C)C)(=O)OC[C@@H](OC(CC(C)CCCC(C)CCCC(C)CCCC(C)C)=O)COP(=O)(O)OCCN 1,2-diphytanoylsn-glycero-3-phosphoethanolamine